C(C)(C)(C)OC(=O)N1CCC2(CC1)C(=C1C=CC=CC1=C2)N[S@](=O)C(C)(C)C.C(C2CO2)OC(CC[Si](OCC)(OCC)OCC)C Gamma-glycidoxybutyl-triethoxysilane Tert-butyl-(1R)-1-[[(R)-tert-butylsulfinyl]amino]spiro[indene-2,4'-piperidine]-1'-carboxylate